C(C1=CC=CC=C1)OC[C@H]1N(CC[C@@H]1CO)C(=O)OC(C)(C)C tert-butyl (2S,3S)-2-((benzyloxy)methyl)-3-(hydroxymethyl)pyrrolidine-1-carboxylate